CN(C1(CCC2(CN(C(N2)=O)C=2C(=NC(=NC2)NC)C)CC1)C1=CC(=CC=C1)F)C 8-(dimethylamino)-8-(3-fluorophenyl)-3-(4-methyl-2-(methylamino)pyrimidin-5-yl)-1,3-diazaspiro[4.5]decan-2-one